(((3r,5r,7r)-adamantan-1-yl)methyl)-2-(2-(2-aminoethoxy)ethoxy)acetamide C12(CC3CC(CC(C1)C3)C2)CC(C(=O)N)OCCOCCN